5-(4-((2-(3-(cyclopropylmethyl)ureido)pyridin-4-yl)methyl)piperazin-1-yl)-6-fluoro-N-methylpicolinamide C1(CC1)CNC(NC1=NC=CC(=C1)CN1CCN(CC1)C=1C=CC(=NC1F)C(=O)NC)=O